CC1=NC(=C(C=C1S(=O)(=O)N(C)C)Cl)Cl methyl-N,N-dimethyl-5,6-dichloropyridine-3-sulfonamide